N-[(2,4-dimethoxyphenyl)methyl]-4-{5-(1-ethyl-3-methyl-1H-pyrazol-5-yl)-4-[(4-methoxyphenyl)methyl]-4H-1,2,4-triazol-3-yl}-5-fluoro-1-methyl-1H-indazole-6-carboxamide COC1=C(C=CC(=C1)OC)CNC(=O)C1=C(C(=C2C=NN(C2=C1)C)C1=NN=C(N1CC1=CC=C(C=C1)OC)C1=CC(=NN1CC)C)F